(R)-4-((3-(5-fluoropyrimidin-2-yl)-2-methoxyphenyl)amino)-2-(3-(methylcarbamoyl)pyrrolidin-1-yl)pyrimidine-5-carboxamide FC=1C=NC(=NC1)C=1C(=C(C=CC1)NC1=NC(=NC=C1C(=O)N)N1C[C@@H](CC1)C(NC)=O)OC